ClC1=CC=C(C=C1)C1(CN(CC1)C(CC(C)C)=O)NS(=O)(=O)C1=CC=C(C=C1)OC(F)(F)F N-(3-(4-chlorophenyl)-1-(3-methylbutanoyl)pyrrolidin-3-yl)-4-(trifluoromethoxy)benzenesulfonamide